3-(5-(((1R,2S)-2-((((1r,4S)-4-methoxycyclohexyl)methyl)amino)cycloheptyl)oxy)-1-oxoisoindolin-2-yl)piperidine-2,6-dione COC1CCC(CC1)CN[C@@H]1[C@@H](CCCCC1)OC=1C=C2CN(C(C2=CC1)=O)C1C(NC(CC1)=O)=O